O1C(CCC1)CCC tetrahydrofuranyl-propane